γ-methacryloyloxypropyl-ethoxydiethyl-silane C(C(=C)C)(=O)OCCC[Si](CC)(CC)OCC